N-(4-ethyl-2-iodophenyl)-2,2,2-trifluoroacetamide C(C)C1=CC(=C(C=C1)NC(C(F)(F)F)=O)I